(E)-rhapontigenin C1(=CC(O)=CC(O)=C1)\C=C\C1=CC(O)=C(OC)C=C1